C(C)(=O)OC1CC2=CC[C@H]3[C@@H]4CC[C@H]([C@@H](C=C[C@@H](CC)C(C)C)C)[C@]4(CC[C@@H]3[C@]2(CC1)C)C stigmast-5,22-dien-3-ol acetate